allyl-3-(2-cyanoacetyl)pyrrolidine-1-carboxylate C(C=C)OC(=O)N1CC(CC1)C(CC#N)=O